C(C)O[Si](OCC)(OCC)C1=CC=C(C=C1)C1=CC=C(C=C1)[Si](OCC)(OCC)OCC Bis(triethoxysilyl)-biphenyl